1-(4-((4-((5-(furan-2-yl)-2-methoxyphenyl)amino)-7-methoxy-quinazolin-6-yl)amino)piperidin-1-yl)prop-2-en-1-one O1C(=CC=C1)C=1C=CC(=C(C1)NC1=NC=NC2=CC(=C(C=C12)NC1CCN(CC1)C(C=C)=O)OC)OC